BrC1=C(C=C2C(=NN(C2=C1)C)N1C(NC(CC1)=O)=O)F 1-(6-Bromo-5-fluoro-1-methylindazol-3-yl)-1,3-diazinane-2,4-dione